C(CCCCCCC)(=O)[O-].C(CCCCCCC)(=O)[O-].[Sn+2] tin dicaprylate